(Z)-4-methoxy-N-phenylbenzimidoyl cyanide COC1=CC=C(/C(=N/C2=CC=CC=C2)/C#N)C=C1